cyclobutyl-methylamine C1(CCC1)NC